ethyl 6,6-dibromo-7-oxo-2-(2,2,2-trifluoroacetamido)-4,5,6,7-tetrahydrobenzo[b]thiophene-3-carboxylate BrC1(CCC2=C(SC(=C2C(=O)OCC)NC(C(F)(F)F)=O)C1=O)Br